2-chloro-9-cyclopentyl-5-methyl-5,7,8,9-tetrahydro-6H-pyrimido[4,5-b][1,4]diazepine ClC=1N=CC2=C(N(CCCN2C)C2CCCC2)N1